C(N)(=O)C1=CC=C(C(=C1C1=CC(=CC(=C1Cl)Cl)C(CNC1CCC(CC1)NC(OC(C)(C)C)=O)C1=CC=CC=C1)F)OCCOC tert-butyl ((1r,4r)-4-((2-(6'-carbamoyl-5,6-dichloro-2'-fluoro-3'-(2-methoxyethoxy)-[1,1'-biphenyl]-3-yl)-2-phenylethyl)amino)cyclohexyl)carbamate